(S)-3-((3-oxo-3-(pyrrolin-3-yloxy)propyl)amino)-7-(trifluoromethoxy)benzo[e][1,2,4]Triazine-1,4-dioxide O=C(CCNC=1N=[N+](C2=C([N+]1[O-])C=CC(=C2)OC(F)(F)F)[O-])OC2=CNCC2